(4-amino-7-chloro-1,3-dihydrofuro[3,4-c]quinolin-8-yl)((3s,5r)-3-methyl-5-(5-(trifluoromethyl)-2-pyridinyl)-4-morpholinyl)methanone NC1=NC=2C=C(C(=CC2C2=C1COC2)C(=O)N2[C@H](COC[C@H]2C2=NC=C(C=C2)C(F)(F)F)C)Cl